C(C1=CC=CC=C1)N1N=CC(=C1)OC1=C(C=C(C=C1C)[N+](=O)[O-])C 1-benzyl-4-(2,6-dimethyl-4-nitrophenoxy)-1H-pyrazole